4-ethoxy-8-methyl-2-(4-methyl-1H-imidazol-1-yl)quinolin-6-amine hydrochloride Cl.C(C)OC1=CC(=NC2=C(C=C(C=C12)N)C)N1C=NC(=C1)C